FC1(CCN(CC1)CCOC1=CC2=C(OC[C@@H](C(N2C)=O)NC(=O)N2N=CC(=C2)CC2=CC(=CC=C2)F)C=C1)F (S)-N-(7-(2-(4,4-difluoropiperidin-1-yl)ethoxy)-5-methyl-4-oxo-2,3,4,5-tetrahydrobenzo[b][1,4]oxazepin-3-yl)-4-(3-fluorobenzyl)-1H-pyrazole-1-carboxamide